2-(2-fluorophenyl)indolizine FC1=C(C=CC=C1)C=1C=C2C=CC=CN2C1